C(C)(C)(C)OC(NC[C@@H](C=1C(=C2COC(C2=CC1)=O)C)N)=O (R)-(2-amino-2-(4-methyl-1-oxo-1,3-dihydroisobenzofuran-5-yl)ethyl)carbamic acid tert-butyl ester